BrCC(=O)N(C)CCCCCCC(=O)NCCC=O 7-(2-bromo-N-methylacetamido)-N-(3-oxopropyl)heptanamide